Cl.C(C)N1C(NC2=CC3=C(C=C2C1=O)OCC[C@@H]1N(C3)CCNC1)=O (S)-10-ethyl-2,3,4,4a,5,6-hexahydro-1H,10H-pyrazino[1',2':5,6][1,5]oxazocino[2,3-g]quinazoline-9,11(12H,14H)-dione hydrochloride